OC[C@H]1N(CCC1)C(CC1=CC=C(C=C1)NC(=O)NCC1=CC=C(C=C1)OC)=O N-(4-{2-[(2S)-2-(hydroxymethyl)pyrrolidinyl]-2-oxoethyl}phenyl){[(4-methoxyphenyl)methyl]amino}carboxamide